CC1(CC(=CCC1)CCC=C(C)C)C(=O)O 1-methyl-3-(4-methyl-3-pentenyl)cyclohex-3-ene-1-carboxylic acid